ethylene glycol butyl ether C(CCC)OCCO